ClC=1C=C2C(=NC1)C(=C(O2)C2=CC=NC=C2)I 6-chloro-3-iodo-2-(pyridin-4-yl)furo[3,2-b]pyridine